6-chloro-3-ethyl-7-fluoro-2-((R)-1-((R)-6-methyl-1,4-diazepan-1-yl)butyl)quinazolin-4(3H)-one ClC=1C=C2C(N(C(=NC2=CC1F)[C@@H](CCC)N1CCNC[C@H](C1)C)CC)=O